4-amino-N-cyclopropyl-1-methyl-7-(trifluoromethyl)-N-((6-(trifluoromethyl)-3-pyridazinyl)methyl)-1H-pyrazolo[4,3-c]quinoline-8-carboxamide NC1=NC=2C=C(C(=CC2C2=C1C=NN2C)C(=O)N(CC=2N=NC(=CC2)C(F)(F)F)C2CC2)C(F)(F)F